1,4-dihydro-2,6-dimethyl-5-nitro-4-[2-(trifluoromethyl)phenyl]-3-pyridinecarboxylic acid, methyl ester CC=1NC(=C(C(C1C(=O)OC)C1=C(C=CC=C1)C(F)(F)F)[N+](=O)[O-])C